ClC=1C=C2C(=CN1)N(C(=C2)C=2C(=NC=CC2)OCC)C 5-chloro-2-(2-ethoxypyridin-3-yl)-1-methyl-1H-pyrrolo[2,3-c]pyridine